ClS(=O)(=O)C=1C=CC(=C(C1)C=1NC(C2=C(N1)C(=NN2C)CCC)=O)OCC 5-(5-Chlorosulfonyl-2-ethoxyphenyl)-1-methyl-3-propyl-1,6-dihydro-7H-pyrazolo[4,3-d]pyrimidin-7-one